2-[(2R,3R,4S)-3,4-Dihydroxyoxolan-2-yl]-2-hydroxyethyl octadecenoate C(C=CCCCCCCCCCCCCCCC)(=O)OCC(O)[C@H]1OC[C@@H]([C@H]1O)O